4-(Aminomethyl)-2-(2,4-dioxotetrahydropyrimidin-1(2H)-yl)isoindoline-1,3-dione NCC1=C2C(N(C(C2=CC=C1)=O)N1C(NC(CC1)=O)=O)=O